1-((chloromethoxy)methyl)-4-methoxybenzene ClCOCC1=CC=C(C=C1)OC